COC1=C(C=C2C(=NC=NC2=C1)NC1=C(C=CC(=C1)C=1C=NN2C1N=CC=C2)OC)OC2CN(C2)C(C=C)=O 1-(3-((7-methoxy-4-((2-methoxy-5-(pyrazolo[1,5-a]pyrimidin-3-yl)phenyl)amino)quinazolin-6-yl)oxy)azetidin-1-yl)prop-2-en-1-one